N-(5,6,7,8-tetrahydro-naphthalen-1-yl)-2-chloro-3-trifluoromethyl-benzamide C1(=CC=CC=2CCCCC12)NC(C1=C(C(=CC=C1)C(F)(F)F)Cl)=O